1-heneicosanoyl-2-dodecanoyl-sn-glycero-3-phosphocholine C(CCCCCCCCCCCCCCCCCCCC)(=O)OC[C@@H](OC(CCCCCCCCCCC)=O)COP(=O)([O-])OCC[N+](C)(C)C